pyrenesulfonic acid sodium salt [Na+].C1(=CC=C2C=CC3=CC=CC4=CC=C1C2=C34)S(=O)(=O)[O-]